C1(=CC=CC=C1)C=1C=CC(=NC1)CN1C=CC2=CC=CC(=C12)C(=O)OC methyl 1-((5-phenylpyridin-2-yl) methyl)-1H-indole-7-carboxylate